(S)-2-{[7-(benzo[d][1,3]dioxol-5-ylmethoxy)benzo[d][1,3]dioxol-4-yl]methylamino}propionamide O1COC2=C1C=CC(=C2)COC2=CC=C(C1=C2OCO1)CN[C@H](C(=O)N)C